C(CCC)C1=NN2C(C(=N1)N(CC1=CC=C(C=C1)OC)CC1=CC=C(C=C1)OC)=NC=C2 butyl-N,N-bis(4-methoxybenzyl)imidazo[2,1-f][1,2,4]triazin-4-amine